N-(1-(6-methyl-1-(4-(trifluoro-methyl)phenyl)-1H-pyrazolo[4,3-b]pyridin-3-yl)pyrrolidin-3-yl)-acrylamide CC=1C=C2C(=NC1)C(=NN2C2=CC=C(C=C2)C(F)(F)F)N2CC(CC2)NC(C=C)=O